C(C=C)N1N(C2=NC(=NC=C2C1=O)NC1=CC=C(C=C1)F)C1=NC(=CC=C1)OC1CCN(CCC1)C 2-allyl-6-(p-fluorophenylamino)-1-[6-(1-methyl-4-azepanyloxy)-2-pyridyl]-1,2-dihydro-3H-1,2,5,7-tetraazainden-3-one